OCCCC1=NC(C2C(=N1)SC(=C2C)C(=O)OCC)=O ethyl 2-(3-hydroxypropyl)-5-methyl-4-oxo-4H,4aH-thieno[2,3-d]pyrimidine-6-carboxylate